ClC1=CC2=C(C=N1)N(C(N2CCOC)=O)C 6-chloro-1-(2-methoxyethyl)-3-methyl-1,3-dihydro-2H-imidazo[4,5-c]Pyridin-2-one